CN1CCN(CC1)C1=CC=C(C=N1)C=1C=C2C(=NC1)NC=C2C=2C=NC=1N(C2)C=CN1 6-(5-(6-(4-methylpiperazin-1-yl)pyridin-3-yl)-1H-pyrrolo[2,3-b]pyridin-3-yl)imidazo[1,2-a]pyrimidine